3-((3,5-difluoro-4-((1-methyl-1H-pyrazol-4-yl)oxy)benzyl)oxy)-8a-methyl-7,8,8a,9-tetrahydro-1H,6H-pyrrolo[1',2':3,4]imidazo[1,2-c]pyrimidin-1-one FC=1C=C(COC=2C=C3N(C(N2)=O)CC2(N3CCC2)C)C=C(C1OC=1C=NN(C1)C)F